FC(OCCO)F 2-(difluoromethoxy)ethanol